Indolacetylglutamin C1=CC=C2C(=C1)C=C(N2)CC(=O)N[C@@H](CCC(=O)N)C(=O)O